CC1=CC=C(C=C1)S(=O)(=O)O.C(C)N1CN(C=C1)C 1-ethyl-3-methylimidazole p-methylbenzenesulfonate salt